tert-butyl ((1R,2S)-2-(2-methyl-5-((tetrahydro-2H-pyran-4-yl)carbamoyl)thiophen-3-yl)cyclopropyl)carbamate CC=1SC(=CC1[C@H]1[C@@H](C1)NC(OC(C)(C)C)=O)C(NC1CCOCC1)=O